(S)-quinuclidin-3-yl (7-(4-isopropoxy-3,5-dimethylphenyl)-3,3-dimethylchroman-4-yl)carbamate C(C)(C)OC1=C(C=C(C=C1C)C1=CC=C2C(C(COC2=C1)(C)C)NC(O[C@@H]1CN2CCC1CC2)=O)C